N-[1-[3-(4-isopropylsulfonylpyrazol-1-yl)pyrazin-2-yl]ethyl]-3,5-bis(tri-fluoromethyl)benzamide C(C)(C)S(=O)(=O)C=1C=NN(C1)C=1C(=NC=CN1)C(C)NC(C1=CC(=CC(=C1)C(F)(F)F)C(F)(F)F)=O